N-(2-(3-(Dimethylamino)propoxy)-5-(3'-methyl-2'-oxo-2',3'-dihydrospiro[cyclobutane-1,1'-pyrrolo[2,3-c]quinolin]-8'-yl)pyridin-3-yl)azetidine-1-sulfonamide CN(CCCOC1=NC=C(C=C1NS(=O)(=O)N1CCC1)C1=CC=2C3=C(C=NC2C=C1)N(C(C31CCC1)=O)C)C